4-(4-bromo-2-((dimethylamino)methyl)phenyl)thiomorpholine BrC1=CC(=C(C=C1)N1CCSCC1)CN(C)C